C(=O)(O)C1=CC=C(S1)B1OC(C)(C)C(C)(C)O1 5-carboxylthiophene-2-boronic acid pinacol ester